8-fluoro-6-((R)-2-((3aS,5S,6aR)-5-(2-fluorophenoxy)-3a-hydroxyhexahydrocyclopenta[c]pyrrol-2(1H)-yl)-1-hydroxyethyl)-1,4-dihydro-2H-benzo[d][1,3]oxazin-2-one FC1=CC(=CC2=C1NC(OC2)=O)[C@H](CN2C[C@@H]1[C@](C2)(C[C@H](C1)OC1=C(C=CC=C1)F)O)O